Methyl-2-(2-methoxy-5-(Methyl (2-methylquinazolin-4-yl) amino) phenyl)-2-PHENYLACETATE COC(C(C1=CC=CC=C1)C1=C(C=CC(=C1)N(C1=NC(=NC2=CC=CC=C12)C)C)OC)=O